BrC1=CC2=C(C(N(N=C2C(C)C)CC(=O)N[C@H]2CN(CCC2)C2CCC2)=O)S1 2-(2-bromo-4-isopropyl-7-oxo-thieno[2,3-d]pyridazin-6-yl)-N-[(3R)-1-cyclobutyl-3-piperidyl]acetamide